FC1(C(C1NC(=O)C=1C=C2C=C(C(=NC2=C(C1)OC)F)C)(O)C1=NC(=C(C(=C1)C(C)(C)O)F)C1=CC=C(C=C1)F)F (-)-N-{3,3-difluoro-2-[5-fluoro-6-(4-fluorophenyl)-4-(2-hydroxyprop-2-yl)pyridin-2-yl]-2-hydroxyCyclopropyl}-2-fluoro-8-methoxy-3-methylquinoline-6-carboxamide